diacetyltartaric acid anhydride C(C)(=O)C1(C(C(=O)OC1=O)(O)C(C)=O)O